N-(6-((2R,4S)-2-((dimethylamino)methyl)-4-fluoropyrrolidin-1-yl)-2-methoxy-5-nitropyridin-3-yl)acetamide CN(C)C[C@@H]1N(C[C@H](C1)F)C1=C(C=C(C(=N1)OC)NC(C)=O)[N+](=O)[O-]